8-bromo-2,2-dimethyl-4-oxo-chroman-6-carboxylic acid ethyl ester C(C)OC(=O)C=1C=C2C(CC(OC2=C(C1)Br)(C)C)=O